Cl.C(C)OC1=C(C(=O)N)C=CC(=C1)F 2-ethoxy-4-fluorobenzamide hydrochloride